5-chloro-1-(2-(2,2,2-trifluoroethoxy)ethyl)-1H-pyrazol-4-amine ClC1=C(C=NN1CCOCC(F)(F)F)N